2-(6-methylpyridin-2-yl)-5,6-dihydroimidazo[1,2-a]Pyrazine-7(8H)-carboxylic acid tert-butyl ester C(C)(C)(C)OC(=O)N1CC=2N(CC1)C=C(N2)C2=NC(=CC=C2)C